[Ir+3].CC=1C=C(C=CC1)C1=NC=CC=C1 (2-(3-methylphenyl)pyridine) iridium (III)